ClC=1C=CC2=C(C[C@@H](CC=3N2C(=NN3)[C@@H]3CC[C@H](CC3)OC3=NC=CC=C3)NC(=O)C3CC(C3)(F)F)C1 N-{(5S)-8-Chloro-1-[trans-4-(pyridin-2-yloxy)cyclohexyl]-5,6-dihydro-4H-[1,2,4]triazolo[4,3-a][1]benzazepin-5-yl}-3,3-difluorocyclobutancarboxamid